COC(=O)C=1C=CC2=C(N(C(=N2)CN2CCC(=CC2)C2=NC(=C(C=C2)F)OCC=2SC3=C(N2)C=CC(=C3)Cl)CC3OCC3)C1 2-((6-((6-Chlorobenzo[d]thiazol-2-yl)methoxy)-5-fluoro-3',6'-dihydro-[2,4'-bipyridin]-1'(2'H)-yl)methyl)-1-(oxetan-2-ylmethyl)-1H-benzo[d]imidazole-6-carboxylic acid methyl ester